2-[7-methoxy-8-(3-morpholin-4-ylpropoxy)-2,3-dihydroimidazo[1,2-c]quinazolin-5-yl]-2-(methylamino)-1,3-thiazole-4-carboxamide COC1=C(C=CC=2C=3N(C(=NC12)C1(SC=C(N1)C(=O)N)NC)CCN3)OCCCN3CCOCC3